Indium oxygen (Z)-cyanomethoxyimino(phenyl)acetonitrile C(#N)CO\N=C(/C#N)\C1=CC=CC=C1.[O].[In]